(1r,4r)-4-((2-(6'-carbamoyl-6-chloro-2'-fluoro-3'-(((S)-tetrahydrofuran-2-yl)methoxy)-[1,1'-biphenyl]-3-yl)-2-phenylethyl)amino)cyclohexane-1-carboxylic acid trifluoroacetate FC(C(=O)O)(F)F.C(N)(=O)C1=CC=C(C(=C1C1=CC(=CC=C1Cl)C(CNC1CCC(CC1)C(=O)O)C1=CC=CC=C1)F)OC[C@H]1OCCC1